ClC1=NC=C(C(=N1)NC1=C(C=C(C=C1)F)NC(C=C)=O)Cl N-(2-((2,5-dichloropyrimidin-4-yl)amino)-5-fluorophenyl)acrylamide